C(C1=CC=CC=C1)OCC1=CC=C(C=C1)C(C(C)O)=O (4-((benzyloxy)methyl)phenyl)-2-hydroxy-propan-1-one